8-AMINOQUINOLINE-7-CARBALDEHYDE NC=1C(=CC=C2C=CC=NC12)C=O